2-(1,1,2,2,2-pentafluoroethyl)-4-(prop-1-en-2-yl)imidazo[1,2-a]1,8-naphthyridine-8-carbohydrazide FC(C(F)(F)F)(F)C=1C=C(C=2C=CC=3N(C2N1)C=C(N3)C(=O)NN)C(=C)C